N-((4-((1,4-dioxan-2-yl)methoxy)-3-nitrophenyl)sulfonyl)-3-((1H-pyrrolo[2,3-b]pyridin-5-yl)oxy)-5-(2-(2-(2-isopropylphenyl)pyrrolidin-1-yl)-7-azaspiro[3.5]nonane-7-yl)picolinamide O1C(COCC1)COC1=C(C=C(C=C1)S(=O)(=O)NC(C1=NC=C(C=C1OC=1C=C2C(=NC1)NC=C2)N2CCC1(CC(C1)N1C(CCC1)C1=C(C=CC=C1)C(C)C)CC2)=O)[N+](=O)[O-]